CC(C)(C)[O-].[Zr+4].CC(C)(C)[O-].CC(C)(C)[O-].CC(C)(C)[O-] Zirconium tertbutoxide